C(C1=CC=CC=C1)OCCCCCCC(CO)CO 2-(6-benzyloxyhexyl)-1,3-propanediol